C(CCCCCCC\C=C/C\C=C/CCCCC)(=O)OCC(COC(CCC(OCCCCCCCC)OCCCCCCCC)=O)COC(NCCN(C)CC)=O 3-((4,4-bis(octyloxy)butanoyl)oxy)-2-((((2-(ethyl(methyl)amino)ethyl)carbamoyl)oxy)methyl)propyl (9Z,12Z)-octadeca-9,12-dienoate